methyl (2S)-1-[[2,6-dimethoxy-4-(2-methyl-1-oxo-1,2-dihydro-2,7-naphthyridin-4-yl)phenyl]methyl]azetidine-2-carboxylate COC1=C(C(=CC(=C1)C1=CN(C(C2=CN=CC=C12)=O)C)OC)CN1[C@@H](CC1)C(=O)OC